C(C)(C)(C)OC(=O)N1N=C(C2=CC=C(C=C12)[C@@H]1C[C@@]12C(N(C1=CC=C(C=C21)OC)C(=O)OC(C)(C)C)=O)NC2=NC=C(C=C2OC)S(=O)(=O)C(F)F tert-butyl (1R,2S)-2-[1-(tert-butoxycarbonyl)-3-[(5-difluoromethanesulfonyl-3-methoxypyridin-2-yl)amino]indazol-6-yl]-5'-methoxy-2'-oxospiro[cyclopropane-1,3'-indole]-1'-carboxylate